3-(4-bromophenyl)-5,5-dimethylimidazolidine-2,4-dione BrC1=CC=C(C=C1)N1C(NC(C1=O)(C)C)=O